FC1(CN(C1)C(=O)OC(C)(C)C)C(=O)N1CCN(CC1)C1=NC=C(C=N1)C(F)(F)F tert-butyl 3-fluoro-3-[4-[5-(trifluoromethyl)pyrimidin-2-yl]piperazine-1-carbonyl]azetidine-1-carboxylate